C1=CCC1 syn-cyclobutene